2-(6-(4-((2-(2,6-dioxopiperidin-3-yl)-4-fluoro-1,3-dioxoisoindolin-5-yl)methyl)piperazin-1-yl)-1-oxoisoindolin-2-yl)-2-(5-fluoro-2-hydroxyphenyl)-N-(thiazol-2-yl)acetamide O=C1NC(CCC1N1C(C2=CC=C(C(=C2C1=O)F)CN1CCN(CC1)C1=CC=C2CN(C(C2=C1)=O)C(C(=O)NC=1SC=CN1)C1=C(C=CC(=C1)F)O)=O)=O